COC1=C2C(=NC=C1C#N)N(N=C2)CC2=CC=C(C=C2)OC 4-Methoxy-1-(4-methoxybenzyl)-1H-pyrazolo[3,4-b]pyridine-5-carbonitrile